FC1=C(C=CC(=C1)S(=O)(=O)C(F)(F)F)C 2-fluoro-1-methyl-4-(trifluoro-methyl-sulfonyl)benzene